3-(6-bromo-1-oxo-5-phenylisoindolin-2-yl)piperidine-2,6-dione BrC1=C(C=C2CN(C(C2=C1)=O)C1C(NC(CC1)=O)=O)C1=CC=CC=C1